benzotriazole-1-oxytris(dimethylamino)phosphonium hexafluorophosphate F[P-](F)(F)(F)(F)F.N1(N=NC2=C1C=CC=C2)O[P+](N(C)C)(N(C)C)N(C)C